(S)-1,1-Bis(4-fluorophenyl)propan-2-yl-(3-acetoxy-4-methoxypicolinoyl)-L-alaninat FC1=CC=C(C=C1)C(C(C)N([C@@H](C)C(=O)[O-])C(C1=NC=CC(=C1OC(C)=O)OC)=O)C1=CC=C(C=C1)F